6-cyclopropyl-N-[(4-methyl-1H-benzimidazol-2-yl)methyl]-1-(1-methylpiperidin-4-yl)-1H-pyrazolo[3,4-b]pyrazin-3-amine C1(CC1)C1=CN=C2C(=N1)N(N=C2NCC2=NC1=C(N2)C=CC=C1C)C1CCN(CC1)C